The molecule is a C19-gibberellin initially identified in Gibberella fujikuroi and differing from gibberellin A1 by the absence of the OH at C-2 and the presence of a double bond between C-3 and C-3 (gibbane numbering). It has a role as a plant metabolite and a mouse metabolite. It is a lactone, a C19-gibberellin and a gibberellin monocarboxylic acid. C[C@@]12C=CC[C@@]3([C@@H]1[C@@H]([C@]45[C@H]3CC[C@](C4)(C(=C)C5)O)C(=O)O)OC2=O